C(#N)C=1C=C(C(=O)NC2=CC=C(C=N2)C2(CCC2)C2=NC3=C(N2)C=CC=C3)C=CC1 2-(1-(6-(3-cyanobenzamido)pyridin-3-yl)cyclobutyl)-1H-benzo[d]imidazole